N-(4-([1,2,4]triazolo[1,5-a]pyridin-7-yloxy)-3-methylphenyl)-6-(1,2,3,6-tetrahydropyridin-4-yl)pyrimido[5,4-d]pyrimidin-4-amine N=1C=NN2C1C=C(C=C2)OC2=C(C=C(C=C2)NC=2C1=C(N=CN2)C=NC(=N1)C=1CCNCC1)C